2,2,2-trifluoroethyl cis-3-((dimethylsulfamoyl)amino)-2-(((1-(pyrimidin-2-yl) piperidin-4-yl)oxy)methyl)piperidine-1-carboxylate CN(S(=O)(=O)N[C@@H]1[C@@H](N(CCC1)C(=O)OCC(F)(F)F)COC1CCN(CC1)C1=NC=CC=N1)C